C(#N)CC(C)(C)C1=C(C2=C(C=C3C=NNC3=C2)N1C1=CC(=C(C=C1)F)F)C1CCC(CC1)C(=O)O 4-[6-(2-cyano-1,1-dimethyl-ethyl)-5-(3,4-difluorophenyl)-1H-pyrrolo[2,3-f]indazol-7-yl]cyclohexanecarboxylic acid